4-chloro-N-(1-(methylsulfonyl)piperidin-4-yl)-5-(trifluoromethyl)pyrimidin-2-amine ClC1=NC(=NC=C1C(F)(F)F)NC1CCN(CC1)S(=O)(=O)C